tert-butyl (R)-((3-(5-chloro-2-fluoro-4-(trifluoromethyl)benzamido)phenyl)(methyl)(oxo)-λ6-sulfaneylidene)carbamate ClC=1C(=CC(=C(C(=O)NC=2C=C(C=CC2)[S@](=O)(C)=NC(OC(C)(C)C)=O)C1)F)C(F)(F)F